Gamma-Glutamylcystein N[C@@H](CCC(=O)N[C@@H](CS)C(=O)O)C(=O)O